COC(=O)C1=CC2=C(N=C(S2)N)C2=C1C=CO2 2-Aminobenzofuro[7,6-d]thiazole-5-carboxylic acid methyl ester